N1N=CC2=CC(=CC=C12)C#CC1=NC(=NC=C1)C1=NC(=NC=C1)C1CNCC=2N1C(=NN2)C (4-((1H-indazol-5-yl)ethynyl)-[2,4'-bipyrimidinyl]-2'-yl)-3-methyl-5,6,7,8-tetrahydro-[1,2,4]triazolo[4,3-a]pyrazine